BrC1=CC=C(C=C1)N1C=NN(C1=O)CC1=CC(=C(OC(C(=O)O)(C)C)C(=C1)C)C 2-(4-((4-(4-bromophenyl)-5-oxo-4,5-dihydro-1H-1,2,4-triazol-1-yl)methyl)-2,6-Dimethylphenoxy)-2-methylpropionic acid